C(C)(C)(C)OC([C@H](C(C)C1=C(C(=CC=C1F)C)C)N1S(C2=C(OCC1)C=C(C=C2C(=O)OC)Cl)(=O)=O)=O methyl 2-((2S)-1-(tert-butoxy)-3-(6-fluoro-2,3-dimethylphenyl)-1-oxobutan-2-yl)-7-chloro-3,4-dihydro-2H-benzo[b][1,4,5]oxathiazepine-9-carboxylate 1,1-dioxide